N-(4,6-Dichloro-5-cyclopropyl-pyrimidin-2-yl)-1-methyl-pyrazole-4-sulfonamide ClC1=NC(=NC(=C1C1CC1)Cl)NS(=O)(=O)C=1C=NN(C1)C